FC(OC=1C=C(C=CC1)NC(NC1=CC=CC=C1)=O)F 3-[3-(difluoromethoxy)-phenyl]-1-phenylurea